1-bromo-2-(2-bromoethoxy)-3-fluoro-benzene BrC1=C(C(=CC=C1)F)OCCBr